(1-(1-(4-fluorophenyl)ethyl)-1H-pyrazol-4-yl)methylamine FC1=CC=C(C=C1)C(C)N1N=CC(=C1)CN